3-(2,6-difluorophenyl)-9-thia-4,7-diazatricyclo[8.5.0.02,8]pentadecan-1(10),2(8),3-trien-6-one FC1=C(C(=CC=C1)F)C=1C=2C=3CCCCCC3SC2NC(CN1)=O